1-[3-(difluoromethoxy)phenyl]-7-fluoro-3,3-dimethyl-N-(4-methyl-1,1-dioxo-thiazin-4-yl)-2-oxo-indoline-5-carboxamide FC(OC=1C=C(C=CC1)N1C(C(C2=CC(=CC(=C12)F)C(=O)NC1(C=NS(C=C1)(=O)=O)C)(C)C)=O)F